7-chloro-3-(difluoromethyl)-1-(methylsulfonyl)-2,6-naphthyridine ClC1=NC=C2C=C(N=C(C2=C1)S(=O)(=O)C)C(F)F